1-(2-(2-(2,2-difluoroethoxy)-5-fluorophenyl)ethyl)-3-iodo-N-methylpyrazolo[1,5-a]pyrimidin-5-amine FC(COC1=C(C=C(C=C1)F)CCN1CC(=C2N1C=CC(=N2)NC)I)F